9-propenoyl-2-(4-phenoxyphenyl)-1,6,7,8,9,10-hexahydroimidazo[1',2':1,5]pyrazolo[4,3-c]azepin-3-carboxamide C(C=C)(=O)N1CC=2C(CCC1)=NN1C2NC(=C1C(=O)N)C1=CC=C(C=C1)OC1=CC=CC=C1